N-((4-((4-fluoro-1-(2-morpholinoacetyl)piperidin-4-yl)methoxy)-3-nitrophenyl)sulfonyl)benzamide FC1(CCN(CC1)C(CN1CCOCC1)=O)COC1=C(C=C(C=C1)S(=O)(=O)NC(C1=CC=CC=C1)=O)[N+](=O)[O-]